COC1=C(C(=C2C(=C1)OC(=C(C2=O)OC)C3=CC(=C(C=C3)O)O)O)O The molecule is a dimethoxyflavone that is the 3,7-di-O-methyl derivative of quercetagetin. It is a tetrahydroxyflavone and a dimethoxyflavone. It derives from a quercetagetin. It is a conjugate acid of a 3',4',5,6-tetrahydroxy-3,7-dimethoxyflavone(1-).